(S)-2-(3-(5-(trifluoromethyl)pyridin-2-yloxy)pyrrolidin-1-yl)benzamide FC(C=1C=CC(=NC1)O[C@@H]1CN(CC1)C1=C(C(=O)N)C=CC=C1)(F)F